O1C(=CC=C1)CNC(C1=CC(=C(C=C1)O)O)=O N-(furan-2-ylmethyl)-3,4-dihydroxybenzamide